ClC=1C=C(C=CC1C(F)(F)F)N1CC=CC=2CC=NCC12 N-(3-Chloro-4-(trifluoromethyl)phenyl)-5,8-dihydro-1,7-naphthyridine